C1(=CC=CC=C1)C(C(CN1CCOCC1)C(CCCCCCCCCCCCCCC)=O)O 1-phenyl-2-palmitoyl-3-morpholino-1-propanol